CNC(=O)NC=1SC2=C(N1)C[C@H]1CC[C@@H]2N1C(=O)OC(C)(C)C |o1:11,14| tert-Butyl (5R*,8S*)-2-[(methylcarbamoyl)amino]-5,6,7,8-tetrahydro-4H-5,8-epiminocyclohepta[d][1,3]thiazole-9-carboxylate